P(=O)(OCCOCCOC)(I)F (2-(2-methoxyethoxy)ethyl) fluoroiodophosphate